Benzyl 4-benzyloxy-2-[2-(4,4-difluoroazepan-1-yl)-5-methyl-6-(trifluoromethyl)-3-pyridyl]-5,6-dimethyl-pyridine-3-carboxylate C(C1=CC=CC=C1)OC1=C(C(=NC(=C1C)C)C=1C(=NC(=C(C1)C)C(F)(F)F)N1CCC(CCC1)(F)F)C(=O)OCC1=CC=CC=C1